1,4-di-mercaptobutane SCCCCS